(S)-4-(5-(5-fluoro-2-methoxypyridin-4-yl)-1H-pyrazole-3-carbonyl)-N-(1-((S)-tetrahydrofuran-3-yl)azetidin-3-yl)-4-azaspiro[2.5]Octane-7-carboxamide FC=1C(=CC(=NC1)OC)C1=CC(=NN1)C(=O)N1C2(CC2)C[C@H](CC1)C(=O)NC1CN(C1)[C@@H]1COCC1